O1C(=NN=C1C1=CC=C(N)C=C1)C1=CC=C(N)C=C1 4,4'-(1,3,4-oxadiazole-2,5-diyl)dianiline